C1(=CC=CC=C1)CC(=O)NCC1CN(C2=CC=CN=C2C1)C1=CC=C(C=C1)C(F)(F)F 2-phenyl-N-((1-(4-(trifluoromethyl)phenyl)-1,2,3,4-tetrahydro-1,5-naphthyridin-3-yl)methyl)acetamide